adenosine triphosphate tetralithium salt [Li+].[Li+].[Li+].[Li+].P([O-])(=O)(OP(=O)([O-])OP(=O)([O-])[O-])OC[C@@H]1[C@H]([C@H]([C@@H](O1)N1C=NC=2C(N)=NC=NC12)O)O